BrC1=CC=CC=2N1C(=NN2)NC2=CC(=C(C(=C2)OC)OC)OC 5-bromo-N-(3,4,5-trimethoxyphenyl)-[1,2,4]triazolo[4,3-a]pyridin-3-amine